5'-(4-(1,2,2-triphenylvinyl)phenyl)-[2,2'-bithiophene]-5-Formaldehyde C1(=CC=CC=C1)C(=C(C1=CC=CC=C1)C1=CC=CC=C1)C1=CC=C(C=C1)C1=CC=C(S1)C=1SC(=CC1)C=O